COC1=C(CNC(=O)C2(N(C(CC2C)=O)C2=CC=C(C=C2)F)CO)C=CC(=C1)OC N-(2,4-dimethoxybenzyl)-1-(4-fluorophenyl)-2-(hydroxymethyl)-3-methyl-5-oxopyrrolidine-2-carboxamide